2-[3-(benzyloxy)butyl]-7,8-dihydro-6H-indeno[5,4-d][1,3]oxazol C(C1=CC=CC=C1)OC(CCC=1OC2=C(N1)C=CC=1CCCC12)C